2,4'-dihydroxydiphenylsulfone C1=CC=C(C(=C1)O)S(=O)(=O)C2=CC=C(C=C2)O